P(=O)([O-])([O-])O.[Cl-].[Li+].[Li+].[Li+].C(C)OC=1C=C2C(=NC(=NC2=CC1)C1=CC(=CC=C1)OCCCN1C(COCC1)C)NC1CCC(NC1)=O 5-((6-Ethoxy-2-(3-(3-(3-methylmorpholino)propoxy)phenyl)quinazolin-4-yl)amino)piperidin-2-one trilithium chloride phosphate